NC1=CC=NN1CC=1C=C2C(=C(NC2=CC1)C1=C(C=CC=C1)F)C 5-amino-N-{[2-(2-fluorophenyl)-3-methyl-1H-indol-5-yl]methyl}-1H-pyrazole